NC=1C(=NN(C1C1=C(C=CC(=C1)N1CCOCC1)NC(OC(C)(C)C)=O)CC1=CC=C(C=C1)OC)Cl tert-butyl (2-(4-amino-3-chloro-1-(4-methoxybenzyl)-1H-pyrazol-5-yl)-4-morpholinophenyl)carbamate